FC1=C2C(=C(NC2=CC=C1C1CCNCC1)C1=C2C(=NC=C1)NN=C2)C(C)C 4-(4-fluoro-3-isopropyl-5-(piperidin-4-yl)-1H-indol-2-yl)-1H-pyrazolo[3,4-b]pyridine